C[Si](C1=CC=CC=C1)(C)C trimethyl-(phenyl)silane